OCCNC1=C2C(=NC=C1)N(N=C2CNC(C=C)=O)C2=CC=C(C=C2)OC(F)(F)F N-((4-((2-hydroxyethyl)amino)-1-(4-(trifluoromethoxy)phenyl)-1H-pyrazolo[3,4-b]pyridin-3-yl)methyl)acrylamide